N,N,N',N'-Tetraethylbutylenediamine C(C)N(CCCCN(CC)CC)CC